C[C@H]1CC[C@@H](N(C1)C(C(=O)NC=1C2=C(C=NC1)C=NN2)=O)C2=CC(=CC=C2)OC[C@@H]2N(CCC2)C 2-((2R,5S)-5-methyl-2-(3-(((R)-1-methylpyrrolidin-2-yl)methoxy)phenyl)piperidin-1-yl)-2-oxo-N-(1H-pyrazolo[4,3-c]pyridin-7-yl)acetamide